COC1=CC=C(C=C1)C1=CN=C2N1C=CC(=C2)C(=O)O 3-(4-methoxyphenyl)imidazo[1,2-a]pyridin-7-carboxylic acid